ClC1=C(C=CC=C1)CN1N=C(C=C1NC1=CC=CC=C1)COC(C(=O)O)(C)C 2-([1-[(2-chlorophenyl)methyl]-5-(phenylamino)-1H-pyrazol-3-yl]methoxy)-2-methylpropanoic acid